rac-(1R,2S,5R)-1-amino-5-(2-boronoethyl)-2-(piperidin-1-ylmethyl)cyclohexanecarboxylic acid dihydrochloride Cl.Cl.N[C@]1([C@@H](CC[C@H](C1)CCB(O)O)CN1CCCCC1)C(=O)O |r|